2,2,2-trifluoro-N-(2-methyl-2-(((prop-2-yn-1-yloxy)methyl)disulfanyl)propyl)acetamide FC(C(=O)NCC(C)(SSCOCC#C)C)(F)F